6-chloro-2,2-difluoro-1,3-benzodioxole-5-carbaldehyde ClC=1C(=CC2=C(OC(O2)(F)F)C1)C=O